The molecule is a member of the class of hydroxybiphenyls that is phenol substituted in the 3-position by chlorine and in the 4-position by a 2,3,4,6-tetrachlorophenyl group. It is a member of monochlorobenzenes, a tetrachlorobenzene and a member of hydroxybiphenyls. C1=CC(=C(C=C1O)Cl)C2=C(C(=C(C=C2Cl)Cl)Cl)Cl